C(N)(=O)C1CC(N(C1)CC1=CC=C(C(=O)OC(C)(C)C)C=C1)=O tert-butyl 4-((4-carbamoyl-2-oxopyrrolidin-1-yl)methyl)benzoate